2-(4-chloro-1-isopropyl-1H-pyrazol-5-yl)-4-(4-(5-(methoxymethyl)-3-(trifluoromethyl)-1H-pyrazol-1-yl)benzyl)-6,7-dihydropyrazolo[1,5-a]pyrimidin-5(4H)-one ClC=1C=NN(C1C1=NN2C(N(C(CC2)=O)CC2=CC=C(C=C2)N2N=C(C=C2COC)C(F)(F)F)=C1)C(C)C